FC1(CC=C(CC1)C=1C2=C(C(=NC1)OC)N=C(S2)NC(=O)N2CC1(CC2)CCOCC1)F 8-Oxa-2-aza-spiro[4.5]decane-2-carboxylic acid [7-(4,4-difluoro-cyclohex-1-enyl)-4-methoxy-thiazolo[4,5-c]pyridin-2-yl]-amide